ClC=1C(=NC=C(C1)[N+](=O)[O-])N1CC(C1)CNC(=O)C=1C(=NN(C1)C)C(F)F N-((1-(3-chloro-5-nitropyridin-2-yl)azetidin-3-yl)methyl)-3-(difluoromethyl)-1-methyl-1H-pyrazole-4-carboxamide